COC=1C=C(C=CC1)C1=CC(=C(O1)C)C(=O)NC1=NC(=NS1)CN1CCOCC1 5-(3-Methoxyphenyl)-2-methyl-N-(3-(morpholinomethyl)-1,2,4-thiadiazol-5-yl)furan-3-carboxamide